6,7-difluoro-2,3-dihydro-1-benzopyran-4-one FC=1C(=CC2=C(C(CCO2)=O)C1)F